[(3-fluoro-2-methoxyphenyl)amino]-2-{[1,2]thiazolo[4,5-b]pyridin-7-yl}-5H,6H,7H-pyrazolo[1,5-a]pyrazin-4-one FC=1C(=C(C=CC1)NC=1C(=NN2C1C(NCC2)=O)C2=C1C(=NC=C2)C=NS1)OC